CONC(CC1=C(C(=C(C=C1Cl)Cl)F)Cl)C O-methyl-N-[1-(2,4,6-trichloro-3-fluorophenyl)propan-2-yl]hydroxylamine